C(#N)C=1C=C(C=NC1)COC1=C(CN2[C@@H](C[C@H](C2)O)C(=O)O)C=C(C(=C1)NCC=1C(=C(C=CC1)C1=CC=CC=C1)C)C (2S,4R)-1-(2-((5-cyanopyridin-3-yl)methoxy)-5-methyl-4-(((2-methyl-[1,1'-biphenyl]-3-yl)methyl)amino)benzyl)-4-hydroxypyrrolidine-2-carboxylic acid